di(2-allyloxyethyl) ether C(C=C)OCCOCCOCC=C